1-(cyclopropylmethyl)-N-((5-(imidazo[1,2-a]pyridin-7-yl)-6-methyl-2,3-dihydro-1H-inden-4-yl)carbamoyl)-1H-pyrazole-4-sulfonamide C1(CC1)CN1N=CC(=C1)S(=O)(=O)NC(NC1=C2CCCC2=CC(=C1C1=CC=2N(C=C1)C=CN2)C)=O